CC1=CC=CC(=N1)C1=C(N=C(N1)CC=1C=C(C(=O)N)C=CC1)C=1C=C2N=CC=NC2=CC1 3-[[5-(6-Methyl-2-pyridyl)-4-(6-quinoxalinyl)-1H-imidazol-2-yl]Methyl]-benzamide